(3R)-7-bromo-5-(1-cyclopropyl-2-(2-cyclopropyl-7-methoxy-2H-indazole-5-carboxamido)-1-hydroxyethyl)-3-methyl-2,3-dihydrofuro[2,3-c]pyridine-3-carboxamide BrC=1N=C(C=C2C1OC[C@@]2(C(=O)N)C)C(CNC(=O)C2=CC1=CN(N=C1C(=C2)OC)C2CC2)(O)C2CC2